4-(6-chloro-8-fluoro-5-methoxy-4-(piperazin-1-yl)quinazolin-7-yl)-7-fluorobenzo[d]thiazol-2-amine ClC=1C(=C2C(=NC=NC2=C(C1C1=CC=C(C2=C1N=C(S2)N)F)F)N2CCNCC2)OC